1-(2-tert-butylcyclohexyloxy)butan-2-ol C(C)(C)(C)C1C(CCCC1)OCC(CC)O